(1-(4-bromo-3-(methoxymethyloxy)phenyl)-2,2,2-trifluoroethyl)-L-leucine methyl ester COC([C@@H](NC(C(F)(F)F)C1=CC(=C(C=C1)Br)OCOC)CC(C)C)=O